2-Amino-1-(4,6-dimethylpyrimidin-5-yl)-5,6-dimethyl-1H-pyrrolo[2,3-b]pyridine-3-carbonitrile NC1=C(C=2C(=NC(=C(C2)C)C)N1C=1C(=NC=NC1C)C)C#N